N-[2,4-difluoro-3-[([4-isopropyl-3-methyl-1H-pyrazolo[3,4-b]pyridin-5-yl]oxy)methyl]phenyl]-5-fluoro-2-methoxypyridine-3-sulfonamide FC1=C(C=CC(=C1COC=1C(=C2C(=NC1)NN=C2C)C(C)C)F)NS(=O)(=O)C=2C(=NC=C(C2)F)OC